C(C)(C)(C)C1N2C(C3=CC(=C(C=C3C1)OCCCOC)Cl)=CC(C(=C2)NC(C)=O)=O N-(6-(tert-butyl)-10-chloro-9-(3-methoxypropoxy)-2-oxo-6,7-dihydro-2H-pyrido[2,1-a]isoquinolin-3-yl)acetamide